C(CCCCCCC)(=O)OCCN(C(C1=CC=CC=C1)=O)C1(CC1)C(=O)O 1-(N-(2-(octanoyloxy)ethyl)benzamido)cyclopropane-1-carboxylic acid